methyl ethoxy vinylene sulfite S(=O)(O)O.CC#COCC